N-(2-methyl-5-((4-methylpiperazin-1-yl)methyl)phenyl)benzamide calcium [Ca].CC1=C(C=C(C=C1)CN1CCN(CC1)C)NC(C1=CC=CC=C1)=O